(S)-4-(7-fluoroimidazo[1,2-a]pyridin-3-yl)-7-((6-(morpholino-methyl)-5-(tetrahydrofuran-3-yl)pyridin-2-yl)amino)isoindolin-1-one FC1=CC=2N(C=C1)C(=CN2)C2=C1CNC(C1=C(C=C2)NC2=NC(=C(C=C2)[C@H]2COCC2)CN2CCOCC2)=O